2-[1-[5-(azetidin-3-yl)-2-pyridinyl]Azetidin-3-yl]Propane-2-ol N1CC(C1)C=1C=CC(=NC1)N1CC(C1)C(C)(C)O